2-trifluoromethyl-10H-phenothiazine FC(C1=CC=2NC3=CC=CC=C3SC2C=C1)(F)F